((3-chlorophenyl)amino)-3-((2-ethyl-6-methoxy-1,2,3,4-tetrahydroisoquinolin-7-yl)amino)-1,2,4-triazine-6-carboxamide ClC=1C=C(C=CC1)NC=1N=C(N=NC1C(=O)N)NC1=C(C=C2CCN(CC2=C1)CC)OC